N1(CCCC1)CC1=CC=C(C=O)C=C1 4-(pyrrolidin-1-ylmethyl)benzaldehyde